9-[1-[[2-(1-acetyl-4-piperidinyl)-6-chloro-3-pyridinyl]amino]ethyl]-3-(2-hydroxyethyl)-4,7-dimethyl-pyrazolo[3,4-c]isoquinolin-5-one C(C)(=O)N1CCC(CC1)C1=NC(=CC=C1NC(C)C=1C=2C3=C(N(C(C2C=C(C1)C)=O)C)N(N=C3)CCO)Cl